(S)-7-((3-amino-5-bromo-2-oxopyrazin-1(2H)-yl)methyl)-4-(cyclopropylethynyl)-6-fluoro-4-(trifluoromethyl)-3,4-dihydroquinazolin-2(1H)-one NC=1C(N(C=C(N1)Br)CC1=C(C=C2[C@](NC(NC2=C1)=O)(C(F)(F)F)C#CC1CC1)F)=O